5-((4-(2-(4-(3-((2-(2,6-dioxopiperidin-3-yl)-1,3-dioxoisoindolin-5-yl)amino)propoxy)phenyl)propane-2-yl)phenoxy)methyl)-N,N-dimethyl-1,2,4-oxadiazole-3-carboxamide O=C1NC(CCC1N1C(C2=CC=C(C=C2C1=O)NCCCOC1=CC=C(C=C1)C(C)(C)C1=CC=C(OCC2=NC(=NO2)C(=O)N(C)C)C=C1)=O)=O